N-methyl-5-((3-(((3-oxo-2-(trifluoromethyl)-3,4-dihydroquinoxalin-6-yl)methyl)amino)cyclobutyl)amino)picolinamide CNC(C1=NC=C(C=C1)NC1CC(C1)NCC=1C=C2NC(C(=NC2=CC1)C(F)(F)F)=O)=O